OC[C@H](C1=CC=CC=C1)NC1=NC(=NC=C1C=1OC=NN1)NC1=CC=C2C(=N1)C(NC2=O)(C)C (S)-2-((4-((2-hydroxy-1-phenylethyl)amino)-5-(1,3,4-oxadiazol-2-yl)pyrimidin-2-yl)amino)-7,7-dimethyl-6,7-dihydro-5H-pyrrolo[3,4-b]pyridin-5-one